C(C)CS(=O)(=O)OC1=COC2=C1C=CC=C2 (benzofuran-3-yl) ethylmethanesulfonate